Bis(tricyclohexylphosphine) palladium (II) dichloride [Pd](Cl)Cl.C1(CCCCC1)P(C1CCCCC1)C1CCCCC1.C1(CCCCC1)P(C1CCCCC1)C1CCCCC1